C(#N)CCCS(=O)(=O)N1CC(C=CC1)(C)C 1-((3-cyanopropyl)sulfonyl)-3,3-dimethyl-1,2,3,6-tetrahydropyridin